C(C)N1C(C(=CC(=C1)CNCCO)C(=O)NC=1C(=C(C=CC1)C1=CC=CC=C1)C)=O 1-Ethyl-5-{[(2-hydroxyethyl)amino]methyl}-N-(2-methylbiphenyl-3-yl)-2-oxo-1,2-dihydropyridin-3-carboxamid